C(C)(C)(C)OC(=O)N[C@@H](C(=O)N[C@@H](CC1=CC=C(C=C1)O)C(=O)O)CCC1=CC=CC=C1 ((R)-2-((tert-butoxycarbonyl)amino)-4-phenylbutyryl)-L-tyrosine